C1(=CC=CC=C1)C1CN(CC12CCC2)C(=O)C2=CN=CC(=N2)O 6-[8-phenyl-6-azaspiro[3.4]octane-6-carbonyl]pyrazin-2-ol